ClC1=C(C=CC(=C1)Cl)C=1C(NC2(C1)CCOCC2)=O 3-(2,4-dichlorophenyl)-2-oxo-8-oxa-1-azaspiro[4.5]dec-3-en